O=C1NC(CCC1N1C(C=2C=3C1=CN=C(C3C=CC2)OC=2C=NN(C2)C2CCN(CC2)C(=O)OC(C)(C)C)=O)=O tert-Butyl 4-(4-((1-(2,6-Dioxopiperidin-3-yl)-2-oxo-1,2-dihydropyrrolo[2,3,4-de]isoquinolin-6-yl)oxy)-1H-pyrazol-1-yl)piperidine-1-carboxylate